ClC1=CC(=C2C(=N1)C(=C(O2)C[C@H](C)NC(OC(C)(C)C)=O)C=2NC=CN2)NCC=2SC=CC2 tert-butyl N-[(2S)-1-[5-chloro-3-(1H-imidazol-2-yl)-7-[(thiophen-2-ylmethyl)amino]furo[3,2-b]pyridin-2-yl] propan-2-yl]carbamate